S1[As](SCC1)C1=CC=C(C=C1)N(C(=O)[C@H]1CN(CC1)CC(=O)N1CCOCC1)CC1=CC=CC=C1 (R)-N-(4-(1,3,2-dithiarsolan-2-yl)phenyl)-N-benzyl-1-(2-morpholino-2-oxoethyl)pyrrolidine-3-carboxamide